(2S,4R)-tert-butyl 4-hydroxy-2-(5-methoxybenzo[d]thiazol-2-yl)pyrrolidine-1-carboxylate O[C@@H]1C[C@H](N(C1)C(=O)OC(C)(C)C)C=1SC2=C(N1)C=C(C=C2)OC